C(N)(=O)C=1C(=C(C(=C2C(=C(NC12)C)F)C1CC(CCC1)NC(OC(C)(C)C)=O)F)F tert-butyl (3-(7-carbamoyl-3,5,6-trifluoro-2-methyl-1H-indol-4-yl)cyclohexyl)carbamate